FC=1C(=C(C=CC1)C1CCN(CC1)C(=O)C1=NNC=2CN(CCC21)C(C)=O)C(F)(F)F 1-(3-(4-(3-fluoro-2-(trifluoromethyl)-phenyl)piperidine-1-carbonyl)-1,4,5,7-tetrahydro-6H-pyrazolo[3,4-c]pyridin-6-yl)ethan-1-one